methylbenzotriazoleOne CC=1C(C=2C(N=NN2)=CC1)=O